(R)-8-(2-(3'-(tert-butyl)-[1,1'-biphenyl]-3-yl)-2-hydroxyacetyl)-2-(1-phenylcyclopropyl)-3,5,6,7,8,9-hexahydro-4H-pyrimido[4,5-c]azepin-4-one C(C)(C)(C)C=1C=C(C=CC1)C1=CC(=CC=C1)[C@H](C(=O)N1CC2=C(CCC1)C(NC(=N2)C2(CC2)C2=CC=CC=C2)=O)O